C(#N)C1=CC=2N(N=C1)C(=CC2)C2=NC=C(C(=O)NC[C@H](C(C)(C)O)F)C(=C2)NC2CCC(CC2)C2=CC=NC=C2 (R)-6-(3-cyanopyrrolo[1,2-b]pyridazin-7-yl)-N-(2-fluoro-3-hydroxy-3-methylbutyl)-4-((4-(pyridin-4-yl)cyclohexyl)amino)nicotinamide